8-Chloro-N-cyclobutyl-1-[trans-4-(pyridin-2-yloxy)cyclohexyl]-5,6-dihydro-4H-[1,2,4]triazolo[4,3-a][1]benzazepin-5-amin ClC=1C=CC2=C(CC(CC=3N2C(=NN3)[C@@H]3CC[C@H](CC3)OC3=NC=CC=C3)NC3CCC3)C1